methyl O-acetyl-N-(O-acetyl-N-(2-(3-((tert-butoxycarbonyl)amino)bicyclo[1.1.1]pentan-1-yl)thiazole-4-carbonyl)-L-seryl)-L-serinate C(C)(=O)OC[C@H](NC([C@@H](NC(=O)C=1N=C(SC1)C12CC(C1)(C2)NC(=O)OC(C)(C)C)COC(C)=O)=O)C(=O)OC